CCO[Si](CCCNC(=O)OCCOC(=O)C(=C)C)(OCC)OCC O-(methacryloxyethyl)-N-(triethoxysilylpropyl)urethane